(S)-((2-((BENZYLTHIO)METHYL)PENT-4-EN-1-YL)OXY)(TERT-BUTYL)DIPHENYLSILANE C(C1=CC=CC=C1)SC[C@H](CO[Si](C1=CC=CC=C1)(C1=CC=CC=C1)C(C)(C)C)CC=C